C(CCCCCCCC=CC=CC=CCCCC)(=O)OCCCCCCCCCCCCCCCCC heptadec-1-yl eleostearate